4-(4-((1R,5S)-3,8-diazabicyclo[3.2.1]octan-3-yl)-8-fluoro-2-(6-methyl-2,6-diazaspiro[3.3]heptan-2-yl)quinazolin-7-yl)naphthalen-2-ol [C@H]12CN(C[C@H](CC1)N2)C2=NC(=NC1=C(C(=CC=C21)C2=CC(=CC1=CC=CC=C21)O)F)N2CC1(C2)CN(C1)C